(Sa)-6-(1-((rac)-1-([1,1'-biphenyl]-4-yl)ethyl)-5-chloro-1H-indazole-7-carboxamido)spiro[3.3]heptane-2-carboxylic acid C1(=CC=C(C=C1)[C@@H](C)N1N=CC2=CC(=CC(=C12)C(=O)NC1CC2(CC(C2)C(=O)O)C1)Cl)C1=CC=CC=C1 |r|